5-chloro-N-[2-(4-morpholinyl)ethyl]-2-pyridinecarboxamide ClC=1C=CC(=NC1)C(=O)NCCN1CCOCC1